2'-(ethoxymethyl)-[1,1'-biphenyl]-2-carboxamide C(C)OCC1=C(C=CC=C1)C=1C(=CC=CC1)C(=O)N